(R)-3-phenyl-1-(p-trifluoromethylphenyl)propan-1-ol C1(=CC=CC=C1)CC[C@@H](O)C1=CC=C(C=C1)C(F)(F)F